2-(6-azabicyclo[3.1.1]heptan-1-yl)-5-methyl-1,3,4-oxadiazoleN C12(CCCC(N1)C2)C=2OC(NN2)C